CCCCCCCCCCCCCCCC(=O)OC[C@H](COP(=O)([O-])OC1[C@@H]([C@H](C([C@H]([C@H]1O)O)O)O)O)OC(=O)CCC/C=C\\C/C=C\\C/C=C\\C/C=C\\CCCCC The molecule is a 1-hexadecanoyl-2-acyl-sn-glycero-3-phospho-1D-myo-inositol(1-) obtained by deprotonation of the phosphate OH group of 1-hexadecanoyl-2-(5Z,8Z,11Z,14Z-icosatetraenoyl)-sn-glycero-3-phospho-D-myo-inositol; major species at pH 7.3. It is a 1-hexadecanoyl-2-acyl-sn-glycero-3-phospho-1D-myo-inositol(1-), a phosphatidylinositol 36:4(1-) and a 1-acyl-2-arachidonoyl-sn-glycero-3-phospho-1D-myo-inositol(1-). It is a conjugate base of a 1-hexadecanoyl-2-(5Z,8Z,11Z,14Z-icosatetraenoyl)-sn-glycero-3-phospho-D-myo-inositol.